3,3,3-trifluoro-N-(4-fluorophenyl)propionamide FC(CC(=O)NC1=CC=C(C=C1)F)(F)F